S1N=CC=C1C=1C=2N(C=C(N1)C)C=C(N2)NC(OC(C)(C)C)=O tert-butyl N-(8-isothiazol-5-yl-6-methylimidazo[1,2-a]pyrazin-2-yl)carbamate